FC1=C(C=C(C=C1)C1=CC=C2C(C(COC2=C1)(C)C)NC(O[C@@H]1CN2CCC1CC2)=O)C (S)-quinuclidin-3-yl (7-(4-fluoro-3-methylphenyl)-3,3-dimethylchroman-4-yl)carbamate